N[C@H]1C[C@@H]([C@@H](C1)O)CO (1R,2R,4S)-4-amino-2-(hydroxymethyl)cyclopentanol